bis[4-(diphenylamino)styryl]biphenyl tert-butyl-(5-acetyl-2-fluoro-3-(trifluoromethyl)phenyl)carbamate C(C)(C)(C)N(C(O)=O)C1=C(C(=CC(=C1)C(C)=O)C(F)(F)F)F.C1(=CC=CC=C1)N(C1=CC=C(C=CC2=CC=C(C=C2)C2=CC=C(C=C2)C=CC2=CC=C(C=C2)N(C2=CC=CC=C2)C2=CC=CC=C2)C=C1)C1=CC=CC=C1